(S)-5-([1,2,4]triazolo[1,5-a]pyridin-7-yl)-N-(1,1,1-trifluoropropan-2-yl)-7H-pyrrolo[2,3-d]pyrimidin-2-amine N=1C=NN2C1C=C(C=C2)C2=CNC=1N=C(N=CC12)N[C@H](C(F)(F)F)C